C(#N)C=1C=C(C=CC1/N=C/N(C)C)C1=CCN(CC1)NC(=O)OC(C)(C)C tert-butyl (E)-4-(3-cyano-4-(((dimethylamino) methylene) amino) phenyl)-5,6-dihydropyridine-1(2H)-carbamate